C(C=C)(=O)OC(CC(C)(O)C)C 1,3-dimethyl-3-hydroxybutyl acrylate